C1(CCCC1)N1CCC(CC1)CN1N=C(C=CC1=O)N1N=CC=C1 2-[(1-cyclopentylpiperidin-4-yl)methyl]-6-pyrazol-1-ylpyridazin-3-one